CC(CC)CCCCC 3-Methyl-octane